C(C)(C)(C)OC(=O)N1CCC(CC1)C1=CC=2NC(=C(C2S1)C(C)C)C(=O)O 2-(1-(tert-Butoxycarbonyl)piperidin-4-yl)-6-isopropyl-4H-thieno[3,2-b]pyrrole-5-carboxylic acid